COC(CC1COC2=C1C=C(C=C2)N2C(=CC1=CC=C(C=C21)OC(F)(F)F)C(N)=O)=O.CN(C2=CC=C(C=C2)C=2N=CNC2C2=CC=C(C=C2)N(C)C)C 4,5-bis-(4-dimethylaminophenyl)imidazole methyl-2-(5-(2-carbamoyl-6-(trifluoromethoxy)-1H-indol-1-yl)-2,3-dihydrobenzofuran-3-yl)acetate